3-(4-methylcyclohex-3-en-1-yl)butyraldehyde CC1=CCC(CC1)C(CC=O)C